tert-butyl-5-ethyl-1-(tetrahydro-2H-pyran-2-yl)-6-(2-(2-(trifluoromethyl)pyridin-4-yl)-2,8-diazaspiro[4.5]decan-8-yl)-1,5-dihydro-4H-pyrazolo[3,4-d]pyrimidin-4-one C(C)(C)(C)C1=NN(C=2N=C(N(C(C21)=O)CC)N2CCC1(CCN(C1)C1=CC(=NC=C1)C(F)(F)F)CC2)C2OCCCC2